1-(4-((4-(isoquinolin-3-ylamino)-7-methoxyquinazolin-6-yl)oxy)piperidin-1-yl)prop-2-en-1-one C1=NC(=CC2=CC=CC=C12)NC1=NC=NC2=CC(=C(C=C12)OC1CCN(CC1)C(C=C)=O)OC